tert-butyl 6-(1-methyl-6-oxo-1,6-dihydropyridin-3-yl)-4-phenylisoindoline-2-carboxylate CN1C=C(C=CC1=O)C1=CC(=C2CN(CC2=C1)C(=O)OC(C)(C)C)C1=CC=CC=C1